(2S,4R)-1-[(2S)-2-(4-cyclopropyltriazol-1-yl)-3,3-dimethyl-butanoyl]-N-[1-[2-(difluoromethoxy)phenyl]pyrrolidin-3-yl]-4-hydroxy-pyrrolidine-2-carboxamide C1(CC1)C=1N=NN(C1)[C@H](C(=O)N1[C@@H](C[C@H](C1)O)C(=O)NC1CN(CC1)C1=C(C=CC=C1)OC(F)F)C(C)(C)C